2-[4-[[tert-butyl(dimethyl)silyl]oxymethyl]cyclohexyl]-6-methoxy-1,1-dimethyl-isoindolin-5-amine [Si](C)(C)(C(C)(C)C)OCC1CCC(CC1)N1C(C2=CC(=C(C=C2C1)N)OC)(C)C